methyl (2Z)-8-(benzyloxy)-7-hydroxyoct-2-enoate C(C1=CC=CC=C1)OCC(CCC\C=C/C(=O)OC)O